FC1=C(C(=CC=C1NS(=O)(=O)C=1C(=NC=C(C1)F)C)F)C=1C=CC=2N(C1)C=NC2C(=O)OCC ethyl 6-[2,6-difluoro-3-(5-fluoro-2-methylpyridine-3-sulfonamido)phenyl]imidazo[1,5-a]pyridine-1-carboxylate